ClC1=C2N(C=3C=CC=CC13)C(=NN(C2=O)CC(=O)OCC)I ethyl 2-(10-chloro-4-iodo-1-oxo-[1,2,4]triazino[4,5-a]indol-2-yl)acetate